N-(4-(piperazin-1-yl)-pyridin-2-yl)-5-(pyridin-4-yl)thiazolo[5,4-b]-pyridin-2-amine N1(CCNCC1)C1=CC(=NC=C1)NC=1SC2=NC(=CC=C2N1)C1=CC=NC=C1